N[C@]1(CN(CC1)C(=O)OC(C)(C)C)C1=C(C(=CC=C1F)Cl)Cl tert-butyl (S)-3-amino-3-(2,3-dichloro-6-fluorophenyl)-1-pyrrolidinecarboxylate